(4-(methylthio)cyclohexyl)methanol CSC1CCC(CC1)CO